6-Cyclopropyl-N-(5-fluoropyrimidin-2-yl)-7,8-dihydro-6H-cyclopenta[e][1,2,4]triazolo[4,3-a]pyridine-4-carboxamide C1(CC1)C1CCC2=C1C=C(C=1N2C=NN1)C(=O)NC1=NC=C(C=N1)F